[1-(2-Bromo-6-fluorophenyl)-piperidin-4-yl]-{1-[3-(2-cyclopropyl-benzylamino)-1-methyl-1H-pyrazol-4-yl]-ethyl}-amine BrC1=C(C(=CC=C1)F)N1CCC(CC1)NC(C)C=1C(=NN(C1)C)NCC1=C(C=CC=C1)C1CC1